ClC=1C=C2C(=NC1)N(CC21CC(C1)=O)CC1=CC=C(C=C1)OC 5'-chloro-1'-(4-methoxybenzyl)-1',2'-dihydrospiro[cyclobutane-1,3'-pyrrolo[2,3-b]pyridin]-3-one